ClC1=NC2=CC(=C(C=C2C=C1C=NS(=O)C(C)(C)C)Cl)F N-((2,6-dichloro-7-fluoroquinolin-3-yl)methylene)-2-methylpropane-2-sulfinamide